tert-butyl ((1r,3r)-3-(4-(2-(4-((6-((3,3-difluoroazetidin-1-yl)methyl)pyridazin-3-yl)oxy)phenyl)propan-2-yl)phenoxy)cyclobutyl)carbamate FC1(CN(C1)CC1=CC=C(N=N1)OC1=CC=C(C=C1)C(C)(C)C1=CC=C(OC2CC(C2)NC(OC(C)(C)C)=O)C=C1)F